4-Chloro-5,6-difluoro-N-(2-methylpropyl)nicotinamide ClC1=C(C(=NC=C1C(=O)NCC(C)C)F)F